(8-fluoro-1-oxo-2,6-naphthyridin-2(1H)-yl)acetic acid FC=1C=NC=C2C=CN(C(C12)=O)CC(=O)O